ClC=1C=C(COC2=NC=C(C(=C2)OCC2=CC=C(C=C2)OC)C=2NC=C(C2)C(F)(F)F)C=CC1Cl 2-((3,4-dichlorobenzyl)oxy)-4-((4-methoxybenzyl)oxy)-5-(4-(trifluoromethyl)-1H-pyrrol-2-yl)pyridine